butyl-methoxypropoxysilane pyridinium bromonium salt [BrH2+].[NH+]1=CC=CC=C1.C(CCC)[SiH2]OCCCOC